6-[3-[(dimethylamino)methyl]bicyclo[2.2.1]hept-2-en-2-yl]benzo[b]thiophene-2-methanol CN(C)CC1=C(C2CCC1C2)C=2C=CC1=C(SC(=C1)CO)C2